ClC1=C2C[C@H](OCC2=C(C(=C1)C(=O)NC(C(=O)O)CC1=CC=CC=C1)O)C 2-[[(3R)-5-chloro-8-hydroxy-3-methyl-3,4-dihydro-1H-isochromen-7-carbonyl]amino]-3-phenylpropionic acid